4-(3-(3-Cyclopropyl-8-methoxyimidazo[1,2-a]pyridin-7-yl)-4-fluorophenyl)-7-ethyl-7H-imidazo[4,5-c]pyridazine C1(CC1)C1=CN=C2N1C=CC(=C2OC)C=2C=C(C=CC2F)C=2C1=C(N=NC2)N(C=N1)CC